3-chloro-4-((1R,4S)-1-(3,3-dimethylpyrrolidin-1-yl)-6-azaspiro[3.4]octan-6-yl)-2,6-difluoro-N-(6-fluoropyridin-2-yl)benzenesulfonamide ClC=1C(=C(C(=CC1N1C[C@]2(CC[C@H]2N2CC(CC2)(C)C)CC1)F)S(=O)(=O)NC1=NC(=CC=C1)F)F